C(CCCCC(=O)OCCCCCC)(=O)OCC(COC(CC(CCCCC)CCCCC)=O)(COC(CC(CCCCC)CCCCC)=O)COC(CCCN(C)C)=O 2-({[4-(Dimethylamino)butanoyl]oxy}methyl)-3-[(3-pentyloctanoyl)oxy]-2-{[(3-pentyloctanoyl)oxy]methyl}propyl hexyl hexanedioate